O=C1C(=C(C=NN1)NCC=1C=C(C=CC1)NC(=O)N1CCN(CC1)C1=NC=C(C=N1)C(F)(F)F)C(F)(F)F N-(3-(((6-oxo-5-(trifluoromethyl)-1,6-dihydropyridazin-4-yl)amino)methyl)phenyl)-4-(5-(Trifluoromethyl)pyrimidin-2-yl)piperazine-1-carboxamide